trans-4-(2-(4-chloro-3-fluorophenoxy)acetamido)-N-((6-chloroquinolin-2-yl)methyl)cyclohexanecarboxamide ClC1=C(C=C(OCC(=O)N[C@@H]2CC[C@H](CC2)C(=O)NCC2=NC3=CC=C(C=C3C=C2)Cl)C=C1)F